FC1=CC=C(C=C1)C(CC(=O)OC(C)(C)C)=O tert-butyl 3-(4-fluorophenyl)-3-oxopropanoate